C(C1=CC=CC=C1)(=O)OCC1OCCC1 ((benzoyloxy)methyl)tetrahydrofuran